(R)-5-methyl-N-(1-cyclobutylethyl)-6-(2,4,6-trifluorophenyl)-[1,2,4]triazolo[1,5-a]pyrimidin-7-amine CC1=NC=2N(C(=C1C1=C(C=C(C=C1F)F)F)N[C@H](C)C1CCC1)N=CN2